FC=1C(=C(C=C(C1)F)C1CCN(CC1)C(=O)C1=NNC=2CN(CCC21)C(=O)OC)C(F)(F)F methyl 3-(4-(3,5-difluoro-2-(trifluoromethyl)phenyl)piperidine-1-carbonyl)-1,4,5,7-tetrahydro-6H-pyrazolo[3,4-c]pyridine-6-carboxylate